NC1=NC(=NN2C1=NC=C2CC=2C=C(C(=NC2)N2CCN(CC2)C(CNC(OC(C)(C)C)=O)=O)C)N[C@@H](C)CCC tert-butyl (S)-(2-(4-(5-((4-amino-2-(pentan-2-ylamino)imidazo[2,1-f][1,2,4]triazin-7-yl)methyl)-3-methylpyridin-2-yl)piperazin-1-yl)-2-oxoethyl)carbamate